FC([C@@H]1NCC1)(F)F (R)-2-(trifluoromethyl)azetidine